tert-butyl-[[8-chloro-4-(p-tolylsulfonyl)-2,3-dihydro-1,4-benzoxazin-2-yl]methoxy]-dimethyl-silane C(C)(C)(C)[Si](C)(C)OCC1OC2=C(N(C1)S(=O)(=O)C1=CC=C(C=C1)C)C=CC=C2Cl